BrC=1C=NC2=CC=C(C=C2C1)CC(=O)O 2-(3-bromoquinolin-6-yl)acetic acid